3-(4-(2'-methoxy-[1,1'-biphenyl]-4-yl)-1H-1,2,3-triazol-1-yl)benzoic acid COC1=C(C=CC=C1)C1=CC=C(C=C1)C=1N=NN(C1)C=1C=C(C(=O)O)C=CC1